3-ethyl-2-methyl-1-tosyl-1,2-dihydroquinoline C(C)C=1C(N(C2=CC=CC=C2C1)S(=O)(=O)C1=CC=C(C)C=C1)C